CN(C1CCC(CC1)NC1=NC=2N(C(C(=NC2C=N1)C1=C(C(=C(C=C1F)NS(=O)(=O)CCC(F)(F)F)F)F)=O)C(C)C)C N-(4-(2-(((1r,4r)-4-(dimethylamino)cyclohexyl)amino)-8-isopropyl-7-oxo-7,8-dihydropteridin-6-yl)-2,3,5-trifluorophenyl)-3,3,3-trifluoropropane-1-sulfonamide